9-(3-aminobenzyl)-2-fluoro-9H-purin-6-amine NC=1C=C(CN2C3=NC(=NC(=C3N=C2)N)F)C=CC1